(S)-1-[(S)-1-({4-[2-(4,4-Difluoro-1-piperidyl)ethyl]-1-piperidyl}carbonyl)-3-methylbutyl]-3-isobutyl-2-piperazinone FC1(CCN(CC1)CCC1CCN(CC1)C(=O)[C@H](CC(C)C)N1C([C@@H](NCC1)CC(C)C)=O)F